Tantalum chloride [Cl-].[Ta+5].[Cl-].[Cl-].[Cl-].[Cl-]